FC1=C(C=C(C=C1)NC(=O)C1=C(C2=C(S1)C=C(C=C2)C(F)(F)F)NC(=O)C=2C=C(C=CC2OC)C2=NOC(C2)C(=O)OC)C(F)(F)F methyl 3-(3-((2-((4-fluoro-3-(trifluoromethyl)phenyl)carbamoyl)-6-(trifluoromethyl)benzo[b]thiophen-3-yl)carbamoyl)-4-methoxyphenyl)-4,5-dihydroisoxazole-5-carboxylate